O1C(=CC=C1)OC(NC)=O 2-furanyl-methylcarbamate